O1C(=CC=C1)C=1C=CC(=C(C1)NC1=NC=NC2=CC(=C(C=C12)NC1CCN(CC1)C(C=C)=O)O[C@@H]1COCC1)OC (S)-1-(4-((4-((5-(furan-2-yl)-2-methoxyphenyl)amino)-7-((tetrahydrofuran-3-yl)oxy)quinazoline-6-yl)amino)piperidin-1-yl)prop-2-en-1-one